6-((2-(5-(3-(5-(tert-Butyl)isoxazol-3-yl)ureido)-1H-indole-2-carbonyl)-1H-indol-5-yl)oxy)hexanoic acid C(C)(C)(C)C1=CC(=NO1)NC(NC=1C=C2C=C(NC2=CC1)C(=O)C=1NC2=CC=C(C=C2C1)OCCCCCC(=O)O)=O